ClC=1C(=CC(=NC1)N1CCOCC1)[C@@H](C)NC([C@@H](C)N1C(C2=CC(=CC=C2C1)C1=NC(=NC=C1Cl)NC1CCOCC1)=O)=O (2R)-N-[(1R)-1-[5-chloro-2-(morpholin-4-yl)pyridin-4-yl]ethyl]-2-(6-{5-chloro-2-[(oxan-4-yl)amino]pyrimidin-4-yl}-1-oxo-2,3-dihydro-1H-isoindol-2-yl)propanamide